tert-butyl (S)-4-(1-(3,5-difluorophenyl)ethyl)-4-hydroxypiperidine-1-carboxylate FC=1C=C(C=C(C1)F)[C@H](C)C1(CCN(CC1)C(=O)OC(C)(C)C)O